5-bromo-N-[(1S,2S)-2-hydroxycyclohexyl]-6-methylpyridine-3-carboxamide BrC=1C=C(C=NC1C)C(=O)N[C@@H]1[C@H](CCCC1)O